NC1=CC=C(C=C1)N1CC2(CN(C2)C2CCN(CC2)C2=C3CN(C(C3=CC=C2)=O)C2C(NC(CC2)=O)=O)C1 3-(4-(4-(6-(4-aminophenyl)-2,6-diazaspiro[3.3]heptan-2-yl)piperidin-1-yl)-1-oxoisoindolin-2-yl)piperidine-2,6-dione